pyrazin-2-yl-1,2,4-triazol N1=C(C=NC=C1)C1=NNC=N1